5-{3-[1(R)-(4-amino-3-methyl-1H-pyrazolo[3,4-d]pyrimidin-1-yl)ethyl]-6-cyano-2-ethoxy-5-methylphenyl}-N,N-dimethylpyridine-2-carboxamide NC1=C2C(=NC=N1)N(N=C2C)[C@H](C)C=2C(=C(C(=C(C2)C)C#N)C=2C=CC(=NC2)C(=O)N(C)C)OCC